C1(=CCC(CC1)C(CO)C)C P-Menth-1-En-9-Ol